Cl.NC1(CC1)C(=O)O 1-amino-1-cyclopropanecarboxylic acid hydrochloride salt